[N+](=O)([O-])C1=C(N)C=C(C=C1)SC=1C=NC(=CC1)C1=CSC=C1 2-Nitro-5-((6-(thiophen-3-yl)pyridin-3-yl)thio)aniline